(methylsulfamoyl)-2-[3-(trifluoromethyl)phenoxy]benzoic acid CNS(=O)(=O)C=1C(=C(C(=O)O)C=CC1)OC1=CC(=CC=C1)C(F)(F)F